tert-butyl (3S)-3-[4-cyano-5-(cyclopentylamino)-3-[2-(1-cyclopropyl-6-fluoro-1,3-benzodiazol-5-yl)ethynyl]pyrazol-1-yl]pyrrolidine-1-carboxylate C(#N)C=1C(=NN(C1NC1CCCC1)[C@@H]1CN(CC1)C(=O)OC(C)(C)C)C#CC1=CC2=C(N(C=N2)C2CC2)C=C1F